P(=O)(OC[C@@H](CNC1=CC(=C(C=C1)C=1C=NC(=CC1)C=1N=NN(N1)C)F)O)(O)O (R)-3-((3-fluoro-4-(6-(2-methyl-2H-tetrazol-5-yl) pyridine-3-yl) phenyl) amino)-2-hydroxypropyl dihydrogen phosphate